1H-pyrazole-3,5-dicarboxylic acid dimethyl ester COC(=O)C1=NNC(=C1)C(=O)OC